2-methyl-2-propanyl 4-(6-(2-(bis(((2-methyl-2-propanyl) oxy) carbonyl) amino)-4-quinolinyl)-5-chloro-7-fluoro-2,1-benzothiazol-3-yl)-1-piperazinecarboxylate CC(C)(C)OC(=O)N(C1=NC2=CC=CC=C2C(=C1)C1=C(C=2C(=C(SN2)N2CCN(CC2)C(=O)OC(C)(C)C)C=C1Cl)F)C(=O)OC(C)(C)C